N-(pyridin-3-ylmethyl)formamide N1=CC(=CC=C1)CNC=O